4-((1-ethynyl-cyclopropyl)amino)-1-(pyrazin-2-yl)-7-(trifluoromethyl)quinazolin-2(1H)-one C(#C)C1(CC1)NC1=NC(N(C2=CC(=CC=C12)C(F)(F)F)C1=NC=CN=C1)=O